N-(5-((3,4,6-O-tribenzoyl-2-acetylamino-2-deoxy-β-D-galactopyranosyl)oxy)-3-oxapentyl)-3,3-bis(hydroxymethyl)azetidine-1-carboxamide C(C1=CC=CC=C1)(=O)[C@]1([C@H]([C@@H](O[C@@H]([C@@]1(O)C(C1=CC=CC=C1)=O)COC(C1=CC=CC=C1)=O)OCCOCCNC(=O)N1CC(C1)(CO)CO)NC(C)=O)O